FC1=CC=C(C=C1)C1=CC(=C(C=N1)C1CC2CCC(C1)N2C(C=C)=O)C2=NN(C=C2)C 1-(3-(6-(4-fluorophenyl)-4-(1-methyl-1H-pyrazol-3-yl)pyridin-3-yl)-8-azabicyclo[3.2.1]octan-8-yl)prop-2-en-1-one